Vanadium(III) Oxide [O-2].[V+3].[O-2].[O-2].[V+3]